Isopropyl 6-bromo-2,3-dihydro-1H-pyrrolo[3,2-b]pyridine-1-carboxylate BrC=1C=C2C(=NC1)CCN2C(=O)OC(C)C